BrC1=C(C=C(C(=C1)OC)OC)CC 1-bromo-2-ethyl-4,5-dimethoxybenzene